O1C(CCCC1)OCC#CC=1C=C2CCC(OC2=CC1)C(=O)OC Methyl 6-(3-((tetrahydro-2H-pyran-2-yl)oxy)prop-1-yn-1-yl)chromane-2-carboxylate